3',5'-dichloro-5-(methoxymethoxy)-[1,1'-biphenyl]-3-carboxylic acid methyl ester COC(=O)C=1C=C(C=C(C1)OCOC)C1=CC(=CC(=C1)Cl)Cl